3-[3-methyl-5-[2-[1-[(4-nitrophenyl)methyl]-4-piperidyl]ethynyl]-2-oxo-benzimidazol-1-yl]piperidine-2,6-dione CN1C(N(C2=C1C=C(C=C2)C#CC2CCN(CC2)CC2=CC=C(C=C2)[N+](=O)[O-])C2C(NC(CC2)=O)=O)=O